FC1=C(C=C(C#N)C=C1)[C@H]1N(OCC1)C(=O)[C@@H]1CC[C@H](CC1)CC=1C=CC=2N(C1)N=C(N2)C trans-4-fluoro-3-[(3S)-2-[4-[(2-methyl-[1,2,4]triazolo[1,5-a]pyridin-6-yl)methyl]cyclohexanecarbonyl]isoxazolidin-3-yl]benzonitrile